2-cyanoethyl diisopropylchlorophosphite C(C)(C)P(OCCC#N)([O-])(Cl)C(C)C